[(2R)-2-[(1R)-1-hydroxyethyl]-2-methyl-pyrrolidin-1-yl]-[9-(1H-imidazol-2-yl)-8-methoxy-1-(2-thienyl)-5,6-dihydropyrrolo[2,1-a]isoquinolin-3-yl]methanone O[C@H](C)[C@@]1(N(CCC1)C(=O)C1=CC(=C2N1CCC1=CC(=C(C=C21)C=2NC=CN2)OC)C=2SC=CC2)C